C(CCC)OC1=CC=C(C=C1)S(=O)(=O)C=1C=NC2=CC=C(C=C2C1NN1CCN(CC1)C)OC(F)(F)F 3-((4-butoxyphenyl)sulfonyl)-N-(4-methylpiperazin-1-yl)-6-(trifluoromethoxy)quinolin-4-amine